N-(4-nitrophenyl)-7,9-dioctyl-N-phenyl-9H-carbazol-2-amine [N+](=O)([O-])C1=CC=C(C=C1)N(C1=CC=2N(C3=CC(=CC=C3C2C=C1)CCCCCCCC)CCCCCCCC)C1=CC=CC=C1